(2,2,2-trifluoroethoxy)acetamide hydrochloride Cl.FC(COCC(=O)N)(F)F